2'-(Dibenzylamino)-6'-(diethylamino)fluoran CCN(CC)C1=CC2=C(C=C1)C3(C4=CC=CC=C4C(=O)O3)C5=C(O2)C=CC(=C5)N(CC6=CC=CC=C6)CC7=CC=CC=C7